N1-((3-(2-oxaspiro-[5.5]undecan-9-yl)-5,6-dihydro-4H-pyrrolo[1,2-b]pyrazol-2-yl)methyl)-N1,N2-dimethylethane-1,2-diamine C1OCCCC12CCC(CC2)C2=C1N(N=C2CN(CCNC)C)CCC1